ClC1=C(C=2N=C(N=C(C2C=N1)N1CC(CCC1)C1=NC(=NN1)C)OCC12CCCN2CCC1)F 7-chloro-8-fluoro-2-((hexahydro-1H-pyrrolizin-7a-yl)methoxy)-4-(3-(3-methyl-1H-1,2,4-triazol-5-yl)piperidin-1-yl)pyrido[4,3-d]pyrimidine